alpha-methyl-p-bromostyrol sulfonium salt [SH3+].CC=CC1=CC=C(C=C1)Br